2-(2,6-dioxo-3-piperidyl)-5-[4-[[(3S)-1-[[1-[6-[5-(1-methylcyclopropoxy)-1H-indazol-3-yl]pyrimidin-4-yl]-4-piperidyl]methyl]pyrrolidin-3-yl]methyl]piperazin-1-yl]isoindoline-1,3-dione O=C1NC(CCC1N1C(C2=CC=C(C=C2C1=O)N1CCN(CC1)C[C@@H]1CN(CC1)CC1CCN(CC1)C1=NC=NC(=C1)C1=NNC2=CC=C(C=C12)OC1(CC1)C)=O)=O